(R)-perfluorophenyl 1-methylpiperidine-2-carboxylate CN1[C@H](CCCC1)C(=O)OC1=C(C(=C(C(=C1F)F)F)F)F